2-((5-amino-2-chloropyrimidin-4-yl)amino)-4-(benzyloxy)-2-methylbutyronitrile NC=1C(=NC(=NC1)Cl)NC(C#N)(CCOCC1=CC=CC=C1)C